N1C(=CC=C1)\C=N\NC1=C2N=CN(C2=NC=N1)[C@@H]1O[C@@H]([C@H]([C@H]1O)O)CO (2R,3R,4S,5R)-2-{6-{2-[(E)-(1H-pyrrol-2-yl)methylene]hydrazino}-9H-purin-9-yl}-5-(hydroxymethyl)tetrahydrofuran-3,4-diol